NC1CCN(CC1)C1=C(C(=C(C(=N1)S[C@H](C(=O)N)C1=CC=CC=C1)C#N)CC)C#N (S)-2-((6-(4-aminopiperidin-1-yl)-3,5-dicyano-4-ethylpyridin-2-yl)sulfanyl)-2-phenylacetamide